C1=NC=CC2=C(C=CC=C12)N(C1CCN(CC1)CC(=O)N1CCCC1)C (2S)-1-[2-[4-[5-isoquinolyl(methyl)amino]-1-piperidyl]acetyl]pyrrolidine